C1(CC\C=C\CCC1)=O (E)-Cyclooct-4-enone